2-bromo-6-(fluoro(piperidin-4-ylidene)methyl)pyridine BrC1=NC(=CC=C1)C(=C1CCNCC1)F